4-Bromo-1-(2-fluorophenyl)-5-(6-fluoropyridin-3-yl)-1H-pyrazol-3-thiol BrC=1C(=NN(C1C=1C=NC(=CC1)F)C1=C(C=CC=C1)F)S